5-(4-(2-Methoxy-1-(pyridin-3-yl)ethoxy)phenyl)-2-oxo-6-(trifluoromethyl)-1,2-dihydropyridine-3-carboxamide COCC(OC1=CC=C(C=C1)C=1C=C(C(NC1C(F)(F)F)=O)C(=O)N)C=1C=NC=CC1